N,N-dimethyl-N-butyl-N-hexylammonium C[N+](CCCCCC)(CCCC)C